5-hexyl-7-(2-cyclopropyl-1H-1-indolyl)benzothiophene-13C C(CCCCC)C=1C=C(C2=C(C=[13CH]S2)C1)N1C(=CC2=CC=CC=C12)C1CC1